CN1CCN(CC1)CC1=CC=C(CC2C(N(CC2)C2=CC=C(C=C2)C2=CC=NC=C2)=O)C=C1 3-(4-((4-methylpiperazin-1-yl)methyl)benzyl)-1-(4-(pyridin-4-yl)phenyl)pyrrolidin-2-one